C(CCCCCCCCCCCCCCCCC)OC(C(C)C1=CC(=C(C(=C1)C(C)(C)C)O)C(C)(C)C)=O 3,5-ditert-butyl-4-hydroxyphenylpropionic acid octadecyl ester